6-(2,4-Dimethoxypyrimidin-5-yl)-3-(1-ethoxyvinyl)-4-((1S,2R)-2-isopropylcyclopropyl)pyridazine COC1=NC=C(C(=N1)OC)C1=CC(=C(N=N1)C(=C)OCC)[C@@H]1[C@H](C1)C(C)C